N[C@]1(CN(CC1)C1=C(C(=C(C=C1)F)CN(C)C)CN1C2=NC=NC(=C2N=C1)N)C(=O)NC1CC1 (R)-3-amino-1-(2-((6-amino-9H-purin-9-yl)methyl)-3-((dimethylamino)methyl)-4-fluorophenyl)-N-cyclopropylpyrrolidine-3-carboxamide